ClC=1C=C(C=CC1)C1OP(OCC1)(OC1=C(C(=CC(=C1)CCCCC)O)C1CCCC(=C1)C)=O 4-(3-chlorophenyl)-2-((6-hydroxy-5'-methyl-4-pentyl-1',2',3',4'-tetrahydro-[1,1'-biphenyl]-2-yl)oxy)-1,3,2-dioxaphosphinane 2-oxide